C(C1=CC=CC=C1)NC(=O)NC1=CC(=C(C=C1)C1=CN=C(S1)[C@@H]1CC[C@H](CC1)NC(OC(C)C)=O)S(NC(C)(C)C)(=O)=O Trans-isopropyl N-[4-[5-[4-(benzylcarbamoylamino)-2-(tert-butylsulfamoyl)phenyl] thiazol-2-yl]cyclohexyl]carbamate